(2-(1,3-dioxolan-2-yl)-5-(4,4,5,5-tetramethyl-1,3,2-dioxaborolan-2-yl)phenoxy)(tert-butyl)dimethylsilane O1C(OCC1)C1=C(O[Si](C)(C)C(C)(C)C)C=C(C=C1)B1OC(C(O1)(C)C)(C)C